ethyl (5R)-1,5-dimethyl-2-oxo-4-(trifluoromethanesulfonyl oxy)-6,7-dihydro-5H-cyclopenta[b]pyridine-3-carboxylate CN1C2=C(C(=C(C1=O)C(=O)OCC)OS(=O)(=O)C(F)(F)F)[C@@H](CC2)C